2-benzoyl-8-methoxy-1H-isoquinoline-1-carbonitrile C(C1=CC=CC=C1)(=O)N1C(C2=C(C=CC=C2C=C1)OC)C#N